4-(7-Bromo-2-chloro-8-methyl-quinazolin-4-yl)-1,4-oxazepane BrC1=CC=C2C(=NC(=NC2=C1C)Cl)N1CCOCCC1